4-(2-(6-(4-bromo-2-chloro-6-methylphenyl)-1,1-dioxido-1,2,6-thiadiazinan-2-yl)acetamido)adamantan-1-carboxamide BrC1=CC(=C(C(=C1)C)N1CCCN(S1(=O)=O)CC(=O)NC1C2CC3(CC(CC1C3)C2)C(=O)N)Cl